ClC=1C=CC(=NC1)OC1=CC=C(C=C1)C1=CC=CN2C1=NS(CC2)(=O)=O 9-{4-[(5-chloropyridin-2-yl)oxy]phenyl}-3,4-dihydropyrido[2,1-c][1,2,4]thiadiazine 2,2-dioxide